dimethyl 3,3'-((2-((tert-butyldimethylsilyl)oxy)ethyl)azanediyl)dipropionate [Si](C)(C)(C(C)(C)C)OCCN(CCC(=O)OC)CCC(=O)OC